C(#N)CNC1=NC(=CC=C1[C@@H]1CC2(CC(C2)(F)F)CCN1CC1=C2C=CN(C2=C(C=C1OC)C)C(=O)OC(C)(C)C)C(=O)OC tert-Butyl 4-{[(6S)-6-{2-[(cyanomethyl)amino]-6-(methoxycarbonyl)pyridin-3-yl}-2,2-difluoro-7-azaspiro[3.5]nonan-7-yl]methyl}-5-methoxy-7-methylindole-1-carboxylate